BrC=1C=C(C=CC1)[C@H]1[C@@H](CNC1)C#N |r| rac-(3S,4R)-4-(3-bromophenyl)pyrrolidine-3-carbonitrile